C(C1=CC=CC=C1)OC(=O)NC1CCN(CC1)C1=C(C(=NC=C1C1=CC(=CC(=C1)C)F)N1CCN(CC1)C(=O)OC(C)(C)C)C=O tert-butyl 4-(4-(4-(((benzyloxy)carbonyl)amino)piperidin-1-yl)-5-(3-fluoro-5-methylphenyl)-3-formylpyridin-2-yl)piperazine-1-carboxylate